6-(4-chlorophenyl)-2-(1-methyl-1H-pyrazol-3-yl)-3-oxo-2,3,4,5-tetrahydropyridazine-4-carboxylic acid methyl ester COC(=O)C1C(N(N=C(C1)C1=CC=C(C=C1)Cl)C1=NN(C=C1)C)=O